The molecule is a chiral diamino acid consisting of hexanoic acid having amino substituents at the 3- and 6-positions and (S)-configuration. It is a beta-amino acid and a diamino acid. It derives from a hexanoic acid. It is a conjugate base of a (3S)-3,6-diammoniohexanoate. C(C[C@@H](CC(=O)O)N)CN